NC=1N=CC2=C(N1)NC=C2C=2C=CC=1N(C2)C(=CN1)C(=O)NCC(F)F 6-(2-amino-7H-pyrrolo[2,3-d]pyrimidin-5-yl)-N-(2,2-difluoroethyl)imidazo[1,2-a]pyridine-3-carboxamide